tert-butyl N-[rac-(3R)-7-bromo-5-[(4-cyanophenyl)methyl]-8-fluoro-4-oxo-2,3-dihydro-1,5-benzothiazepin-3-yl]carbamate BrC=1C(=CC2=C(N(C([C@H](CS2)NC(OC(C)(C)C)=O)=O)CC2=CC=C(C=C2)C#N)C1)F |r|